3-[(2-chlorophenyl)methoxy]-5-(4,4,5,5-tetramethyl-1,3,2-dioxaborolan-2-yl)pyridin-2-amine ClC1=C(C=CC=C1)COC=1C(=NC=C(C1)B1OC(C(O1)(C)C)(C)C)N